3-bromo-N-methyl-4-[[(1R)-1-phenylethyl]amino]benzenesulfonamide BrC=1C=C(C=CC1N[C@H](C)C1=CC=CC=C1)S(=O)(=O)NC